FC=1C(=NC(=NC1)N[C@H]1[C@@H](COCC1)O)C1=CC=C2C(C=C(N(C2=C1)C(C)C)CN1[C@@H](COCC1)C)=O 7-(5-fluoro-2-(((3S,4R)-3-hydroxytetrahydro-2H-pyran-4-yl)amino)pyrimidin-4-yl)-1-isopropyl-2-(((R)-3-methylmorpholino)methyl)quinolin-4(1H)-one